C(C)(=O)C=1C=C(C=C(C1)C)[C@H]1C(OCC1CC1=CC=CC=C1)=O (S)-3-(3-Acetyl-5-methylphenyl)-4-benzyloxaolidin-2-one